(2R,3S,4S,5R)-3-(3,4-difluoro-2-methoxy-phenyl)-N-[6-((R)-1,2-dihydroxyethyl)-3-pyridyl]-4,5-dimethyl-5-(trifluoromethyl)tetrahydrofuran-2-carboxamide FC=1C(=C(C=CC1F)[C@H]1[C@@H](O[C@]([C@H]1C)(C(F)(F)F)C)C(=O)NC=1C=NC(=CC1)[C@H](CO)O)OC